5-cyclopropyl-1-(2-fluorobenzyl)-N3-methyl-1H-pyrazole-3,5-dicarboxamide C1(CC1)C1(C=C(NN1CC1=C(C=CC=C1)F)C(=O)NC)C(=O)N